C(CCC)(=O)N1C[C@H]([C@](CC1)(O)COC1=C2CCC(NC2=C(C=C1)F)=O)O 5-(((3R,4R)-1-butyryl-3,4-dihydroxypiperidin-4-yl)methoxy)-8-fluoro-3,4-dihydroquinolin-2(1H)-one